COC1=CC=C(COC2=NC(=CC=3N2C=CN3)C3=CC(CC3)=O)C=C1 3-(5-((4-methoxybenzyl)oxy)imidazo[1,2-c]pyrimidin-7-yl)cyclopent-2-en-1-one